CC1=C(C(NC(=C1)C)=O)CC1(CC(=CC=C1)C1=CC(=CC=C1)C(=O)NC1=C2C(=NC=N1)NN=C2)C(=O)N 3-((4,6-dimethyl-2-oxo-1,2-dihydropyridin-3-yl)methyl)-N3'-(1H-pyrazolo[3,4-d]pyrimidin-4-yl)-[1,1'-biphenyl]-3,3'-dicarboxamide